C1(CC1)C=1C=NC=2N(C1)C=C(N2)CNC(OC(C)(C)C)=O tert-butyl ((6-cyclopropylimidazo[1,2-a]pyrimidin-2-yl)methyl)carbamate